L-O-methyltyrosine COC1=CC=C(C[C@H](N)C(=O)O)C=C1